NCCCCCCC(=O)NC1=C(C=C(C=C1)NCC1=CC=C(C=C1)C(F)(F)F)N 7-Amino-N-(2-amino-4-((4-(trifluoromethyl)benzyl)amino)phenyl)heptanamid